6-[7-tert-butyl-3-(5-methylisoxazol-3-yl)-[1,2,4]triazolo[4,3-b]pyridazin-6-yloxymethyl]-N-cyclopropylmethylnicotinamide C(C)(C)(C)C1=CC=2N(N=C1OCC1=NC=C(C(=O)NCC3CC3)C=C1)C(=NN2)C2=NOC(=C2)C